N-((4-methyl-2-oxo-1,2,5,6,7,8-hexahydroquinolin-3-yl)methyl)thiophene-2-carboxamide CC1=C(C(NC=2CCCCC12)=O)CNC(=O)C=1SC=CC1